C(C)ON=C(COC1=CC(=NN1C)C(F)(F)F)C1=CC(=CC=C1)[N+](=O)[O-] 2-((1-methyl-3-(trifluoromethyl)-1H-pyrazol-5-yl)oxy)-1-(3-nitrophenyl)ethan-1-one-O-ethyloxime